(S)-3-(isoquinolin-4-yl)-1-(5-methyl-2-(trifluoromethyl)pyrimidin-4-yl)-2-oxoimidazolidine-4-carbonitrile C1=NC=C(C2=CC=CC=C12)N1C(N(C[C@H]1C#N)C1=NC(=NC=C1C)C(F)(F)F)=O